OC(CN(CCCC(=O)OCCN1CCN(CC1)CCSSCCCN(CC(CCCCCCCC)O)CC(CCCCCCCC)O)CC(CCCCCC\C=C/CCCCCCCC)O)CCCCCC\C=C/CCCCCCCC 2-(4-(2-((3-(Bis(2-hydroxydecyl)amino)propyl)disulfaneyl)ethyl)piperazin-1-yl)ethyl 4-(bis((Z)-2-hydroxyoctadec-9-en-1-yl)amino)butanoate